C(#N)C1=C2C(=C(C(N(C2=CC=C1)COCC[Si](C)(C)C)=O)C1(CC1)C(=O)O)C 1-(5-Cyano-4-methyl-2-oxo-1-{[2-(trimethylsilyl)ethoxy]methyl}quinolin-3-yl)cyclopropane-1-carboxylic acid